OCC1=NN(C(=C1)CO)CCOCCOCCOCCNC(OCC1C2=CC=CC=C2C=2C=CC=CC12)=O (9H-fluoren-9-yl)methyl (2-(2-(2-(2-(3,5-bis(hydroxymethyl)-1H-pyrazol-1-yl)ethoxy)ethoxy)ethoxy)ethyl)carbamate